ClC1=CC=2CN(C(N3C2C(=C1C(=O)N[C@H](C(=O)O)CC1=CC(=CC=C1)S(=O)(=O)C)C=C3)=O)CC3=CC(=CC=C3)O (S)-2-(8-chloro-2-(3-hydroxybenzyl)-3-oxo-2,3-dihydro-1H-pyrrolo[3,2,1-ij]quinazolin-7-carboxamido)-3-(3-(methylsulfonyl)phenyl)propionic acid